C(C)(C)O[Zr](OC(C)C)(OC(C)C)OC(C)C Tetraisopropoxyzirconium